FC=1C=C2C(=CN(C(C2=CC1F)=O)C)C(C)N(C(=O)[C@@H]1NC2=CC=CC=C2C1)C (2R)-N-(1-(6,7-difluoro-2-methyl-1-oxo-1,2-dihydroisoquinolin-4-yl)ethyl)-N-methylindoline-2-carboxamide